FC1=C(C=CC=C1)C1=CC=2C=CC3=C(C4=C(N5C(O3)C(C(N5)=O)(C)C)C=CC=C4)C2C=C1 3-(2-Fluorophenyl)-8,8-dimethyl-7a,8-dihydrobenzo[d]naphtho[1,2-f]pyrazolo[5,1-b][1,3]oxazepin-9(10H)-one